C1=CN=NC=2C=CC=3C=C4C=CC=CC4=CC3C21 pyridazino-anthracene